C1(C=CC=C1)[Si]([Si](C1C=CC2=C(C=3CCCC3C=C12)C1=CC=CC=C1)(C)C)(C)C 1-(cyclopent-2,4-dien-1-yl)-1,1,2,2-tetramethyl-2-(4-phenyl-1,5,6,7-tetrahydro-s-indacen-1-yl)disilane